COC=1C=C(C=C(C1)OC)[C@@](C(F)(F)F)(N)C1=CC=C(C=C1)OC (S)-1-(3,5-dimethoxyphenyl)-2,2,2-trifluoro-1-(4-methoxyphenyl)ethane-1-amine